ethyl 2-(1-(2-cyanophenyl)-1-(1-(difluoromethyl)-1H-pyrazol-4-yl)propan-2-yl)-5-methoxy-1-methyl-6-oxo-1,6-dihydropyrimidine-4-carboxylate C(#N)C1=C(C=CC=C1)C(C(C)C=1N(C(C(=C(N1)C(=O)OCC)OC)=O)C)C=1C=NN(C1)C(F)F